The molecule is a diterpene alkaloid and potent cardiotoxin that is found in the leaves and berries of the European yew (Taxus baccata). It has a role as a cardiotoxic agent. It is an enone, a carbotricyclic compound, an acetate ester, a secondary alcohol, a tertiary alcohol, a homoallylic alcohol, a diterpene alkaloid and a tertiary amino compound. CC1=C2[C@H]([C@@H]([C@@]3(CC[C@@H](C(=C)[C@H]3[C@@H]([C@@](C2(C)C)(CC1=O)O)O)OC(=O)C[C@H](C4=CC=CC=C4)N(C)C)C)O)OC(=O)C